CC1(OCC[C@H](C1)C1=NC2=CC=C(C=C2C=C1)CN1C[C@H]([C@@H](C1)COC)OC=1C=C2CN(C(C2=CC1)=O)[C@@H]1C(NC(CC1)=O)=O)C (S)-3-(5-(((3S,4S)-1-((2-((R)-2,2-Dimethyltetrahydro-2H-pyran-4-yl)quinolin-6-yl)methyl)-4-(methoxymethyl)pyrrolidin-3-yl)oxy)-1-oxoisoindolin-2-yl)piperidine-2,6-dione